CN1CCN(CC1)C1=CC=C(C=N1)C1=CC=2C(=NC=CC2C=2C=C3C(=NNC3=CC2)N)N1 5-(2-(6-(4-methylpiperazin-1-yl)pyridin-3-yl)-1H-pyrrolo[2,3-b]pyridin-4-yl)-1H-indazol-3-amine